BrC1=CC(=C(C(=C1)F)CC#N)Cl 2-(4-bromo-2-chloro-6-fluoro-phenyl)acetonitrile